(3S*,4R*)-4-(7-fluorochroman-6-yl)-2-oxo-pyrrolidine-3-carboxylic acid methyl ester COC(=O)[C@@H]1C(NC[C@H]1C=1C=C2CCCOC2=CC1F)=O |o1:4,8|